2-(6-((6-fluoroquinolin-4-yl)(methyl)amino)-2-azaspiro[3.3]heptan-2-yl)propionic acid FC=1C=C2C(=CC=NC2=CC1)N(C1CC2(CN(C2)C(C(=O)O)C)C1)C